N(C(=N)N)[2H] guanidine-d